N,N,N',N'-tetrakis(4-methylphenyl)-(1,1'-biphenyl)-4,4'-diamine CC1=CC=C(C=C1)N(C1=CC=C(C=C1)C1=CC=C(C=C1)N(C1=CC=C(C=C1)C)C1=CC=C(C=C1)C)C1=CC=C(C=C1)C